C12(CC(C1)C2)NC(=O)N[C@@H](C)C2=CC(=CC=C2)OC(F)(F)F 1-(1-bicyclo[1.1.1]pentanyl)-3-[(1S)-1-[3-(trifluoromethoxy)phenyl]ethyl]urea